COC(C1=CC=C(C=C1)C#CC1(C(CCCC1)OC)O)=O rel-4-((1-hydroxy-2-methoxycyclohexyl)ethynyl)benzoic acid methyl ester